ClC1=CC(=C2C=NNC2=C1)N1C[C@@H]2C([C@@H]2C1)NS(=O)(=O)C N-((1R,5S,6r)-3-(6-chloro-1H-indazol-4-yl)-3-azabicyclo[3.1.0]hexan-6-yl)methanesulfonamide